acryloyloxybutyltriethoxysilane C(C=C)(=O)OCCCC[Si](OCC)(OCC)OCC